FC1=C(C=CC(=C1)C)[C@@H]([C@H](C)OC([C@H](C)NC(=O)C1=NC=CC(=C1OC(C)=O)OC)=O)C(C)C.NCCNC(CC[Si](OC)(C)C)C N-(2-aminoethyl)-3-aminobutyl-dimethyl-methoxysilane [(1S,2S)-2-(2-fluoro-4-methyl-phenyl)-1,3-dimethyl-butyl](2S)-2-[(3-acetoxy-4-methoxy-pyridine-2-carbonyl)amino]propanoate